C(CCCCCCCCCCCCCCC)OC(C1=CC(=C(C(=C1)C(C)(C)C)O)C(C)(C)C)=O 3,5-di-t-butyl-4-hydroxy-benzoic acid cetyl ester